(4-aminophenyl)(methyl)carbamic acid tert-butyl ester C(C)(C)(C)OC(N(C)C1=CC=C(C=C1)N)=O